C1(=CC=CC=C1)S(=O)(=O)NC(=O)C=1C=C2C(N(C(C2=CC1)=O)C1=CC=C(C=C1)C1=CC=CC=C1)=O 4-(5-Benzenesulfonylaminocarbonyl-1,3-dioxo-1,3-dihydroisoindol-2-yl)biphenyl